Butyl-4-((4-benzylphenyl)amino)azepane-1-carboxylate C(CCC)OC(=O)N1CCC(CCC1)NC1=CC=C(C=C1)CC1=CC=CC=C1